1,2-dioleyloxy-3-dimethylaminopropane chloride salt [Cl-].C(CCCCCCC\C=C/CCCCCCCC)OCC(CN(C)C)OCCCCCCCC\C=C/CCCCCCCC